2-({2-[2-amino-4-(4-aminopiperidin-1-yl)-5-(3-fluoro-5-methylphenyl)pyridin-3-yl]-5-fluoro-1H-1,3-benzodiazol-7-yl}oxy)acetonitrile NC1=NC=C(C(=C1C1=NC2=C(N1)C(=CC(=C2)F)OCC#N)N2CCC(CC2)N)C2=CC(=CC(=C2)C)F